FC=1C=CC(=NC1C)C=1N=C2N(C=CC=C2)C1C=1C=C2C=C(C=NC2=CC1)C=1C=NN(C1)CCNC 2-[4-[6-[2-(5-fluoro-6-methyl-2-pyridyl)imidazo[1,2-a]pyridin-3-yl]-3-quinolyl]pyrazol-1-yl]-N-methyl-ethanamine